4-methyl-2-[3-[[7-(5-methyl-1,2,4-oxadiazol-3-yl)-1-isoquinolinyl]amino]propionylamino]thiazole-5-carboxylic acid methyl ester COC(=O)C1=C(N=C(S1)NC(CCNC1=NC=CC2=CC=C(C=C12)C1=NOC(=N1)C)=O)C